2-((R)-5-amino-2',4'-dioxo-2,3-dihydrospiro[indene-1,5'-oxazolidin]-3'-yl)-N-(4-fluorobenzyl)-N-((S)-1,1,1-trifluoropropan-2-yl)acetamide NC=1C=C2CC[C@]3(C(N(C(O3)=O)CC(=O)N([C@H](C(F)(F)F)C)CC3=CC=C(C=C3)F)=O)C2=CC1